tert-butyl 4-[[1-(4-bromophenyl)-4-piperidyl]methoxymethyl]piperidine-1-carboxylate BrC1=CC=C(C=C1)N1CCC(CC1)COCC1CCN(CC1)C(=O)OC(C)(C)C